(2S,3R,5R)-benzhydryl 3-((E)-(2-(2-(3,4-dihydroxybenzamido)acetyl)hydrazono)methyl)-3-methyl-7-oxo-4-thia-1-azabicyclo[3.2.0]heptane-2-carboxylate 4,4-dioxide OC=1C=C(C(=O)NCC(=O)N\N=C\[C@]2([C@@H](N3C(C[C@H]3S2(=O)=O)=O)C(=O)OC(C2=CC=CC=C2)C2=CC=CC=C2)C)C=CC1O